P(OCCCCCCCCC)([O-])[O-] monononyl phosphite